Potassium methanedisulfonate bis(1-undecanoxy-2,2,6,6-tetramethylpiperidin-4-yl)carbonate C(CCCCCCCCCC)ON1C(CC(CC1(C)C)OC(OC1CC(N(C(C1)(C)C)OCCCCCCCCCCC)(C)C)=O)(C)C.C(S(=O)(=O)[O-])S(=O)(=O)[O-].[K+].[K+]